BrC1=CC=CC=2C3(C4=CC=CC=C4C12)C1=CC=CC=C1N(C=1C=CC=CC13)C1=CC=CC=C1 4'-bromo-10-phenyl-10H-spiro[acridine-9,9'-fluorene]